1-(4-Piperazin-1-yl-phenyl)-dihydro-pyrimidine-2,4-dione hydrochloride Cl.N1(CCNCC1)C1=CC=C(C=C1)N1C(NC(CC1)=O)=O